1-{4-[(2S)-2,3-dihydro-1,4-benzodioxin-2-yl]benzyl}-2-methylpyrrolidine O1[C@H](COC2=C1C=CC=C2)C2=CC=C(CN1C(CCC1)C)C=C2